3-Bromo-1-(2-methoxyethyl)-1H-1,2,4-triazole BrC1=NN(C=N1)CCOC